C(C1=CC=CC=C1)OC1=CC(=NC(=C1)Br)C(=O)Cl 4-(benzyloxy)-6-bromopyridineformyl chloride